C1(=CC=CC=C1)[C@H](CC)NC1=CC=C(C=C1)S(=O)(=O)NC=1SC=CN1 (S)-4-((1-phenylpropyl)amino)-N-(thiazol-2-yl)benzenesulfonamide